COC(=O)C1CC2=C(SC(=C2C(C2=C(C=CC=C2)Cl)=O)N)C1 2-amino-3-(2-chlorobenzoyl)-4H,5H,6H-cyclopenta[b]thiophene-5-carboxylic acid methyl ester